C(C1=CC=CC=C1)OC(=O)N([C@@H](CC1=CNC=N1)C(=O)O)S(=O)(=O)C1=CC=C(C)C=C1 N-(benzyloxycarbonyl)-p-toluenesulfonylhistidine